CS(=O)(=O)C(C)C1=C(SC2=C1N=CN=C2)C(=O)O 7-(1-(Methylsulfonyl)ethyl)thieno[3,2-d]pyrimidine-6-carboxylic acid